C(C)C=1SC(=C(N1)C1=CC=CC=C1)OC1=CC(=NC=C1)C1(CC=C(C=C1)NCCN1CCN(CC1)CC)N 1-(4-((2-ethyl-4-phenylthiazol-5-yl)oxy)pyridin-2-yl)-N4-(2-(4-ethylpiperazin-1-yl)ethyl)benzene-1,4-diamine